[C@H]12CC(C[C@H](CCC1)N2)N(C2=CC=C(N=N2)C2=CC(=C(C=C2O)C2=CC(N(C=C2)C)=O)F)C 4-(4-(6-(((1R,3s,5S)-9-azabicyclo[3.3.1]nonan-3-yl)(methyl)amino)pyridazin-3-yl)-2-fluoro-5-hydroxyphenyl)-1-methylpyridin-2(1H)-one